C(C=C)(=O)OC(C)OC α-Methoxyethyl acrylate